[(2S)-4-[8-[(4,6-difluoroindolin-1-yl) methyl]-6-(dimethyl carbamoyl)-4-oxo-chromen-2-yl]morpholin-2-yl]methyl methanesulfonate CS(=O)(=O)OC[C@@H]1CN(CCO1)C=1OC2=C(C=C(C=C2C(C1)=O)C(N(C)C)=O)CN1CCC2=C(C=C(C=C12)F)F